2-((R)-1-(1-(5-chloropyrimidin-2-yl)piperidin-4-yl)ethoxy)-6-(2-fluoro-4-(methylsulfonyl)phenyl)imidazo[2,1-b][1,3,4]thiadiazol ClC=1C=NC(=NC1)N1CCC(CC1)[C@@H](C)OC1=NN2C(S1)=NC(=C2)C2=C(C=C(C=C2)S(=O)(=O)C)F